2-(5-methyl-1H-pyrazol-3-yl)-1,8-naphthyridine CC1=CC(=NN1)C1=NC2=NC=CC=C2C=C1